6-(4-acetylpiperazin-1-yl)pyridin-2-yl 3-(o-tolyl)propiolate C1(=C(C=CC=C1)C#CC(=O)OC1=NC(=CC=C1)N1CCN(CC1)C(C)=O)C